8-(4-(diphenylamino)phenyl)anthra[1,2-b]pyrazine-2,3-dinitrile C1(=CC=CC=C1)N(C1=CC=C(C=C1)C1=C2C=C3C=CC=4C(=NC(=C(N4)C#N)C#N)C3=CC2=CC=C1)C1=CC=CC=C1